BrC(C(=O)C=1C=C2CN(C(C2=C(C1)Cl)=O)CC1=CC=C(C=C1)OC)C 5-(2-bromopropanoyl)-7-chloro-2-(4-methoxybenzyl)isoindolin-1-one